5,10-dihydro-9-dimethylallylphenoxazine-1-carboxylic acid CC(=CCC=1C=CC=C2OC=3C=CC=C(C3NC12)C(=O)O)C